BrC=1C=C(C(=NC1OC)CC(CC)N)OC 1-(5-bromo-3,6-dimethoxypyridin-2-yl)butan-2-amine